FC(C(=O)N(C)OC)(C(F)F)F 2,2,3,3-tetrafluoro-N-methoxy-N-methylpropionamide